decanothiol C(CCCCCCCCC)S